ClC1=CC=C(C(=N1)N1CCOCC1)N[C@H](C)C=1C=2N=C3C(=NC2C=C(C1)F)OC[C@H]1N3CCOC1 6-chloro-N-((R)-1-((S)-9-fluoro-1,2,4a,5-tetrahydro-4H-[1,4]oxazino[4',3':4,5][1,4]oxazino[2,3-b]quinoxalin-11-yl)ethyl)-2-morpholinopyridin-3-amine